3-((4-cyano-2-fluorobenzyl)oxy)-1H-pyrazole-1-carboxylic acid tert-butyl ester C(C)(C)(C)OC(=O)N1N=C(C=C1)OCC1=C(C=C(C=C1)C#N)F